2-(3,4-dimethoxyphenyl)-[1,2,4]triazolo[1,5-a]pyridine COC=1C=C(C=CC1OC)C1=NN2C(C=CC=C2)=N1